ethyl 2-[3-(methoxyamino)azetidin-1-yl]-4-methyl-5-oxo-8-(1,3-thiazol-2-yl)-5H,8H-pyrido[2,3-d]pyrimidine-6-carboxylate CONC1CN(C1)C=1N=C(C2=C(N1)N(C=C(C2=O)C(=O)OCC)C=2SC=CN2)C